5-chloro-7-methyl-3-(oxetan-3-yl)-2-(pyrrolidin-1-ylmethyl)-3H-imidazo[4,5-b]pyridine ClC1=CC(=C2C(=N1)N(C(=N2)CN2CCCC2)C2COC2)C